ClC1=CC(=C(C=2CCOC21)CO)CN(C(OC(C)(C)C)=O)C tert-butyl ((7-chloro-4-(hydroxymethyl)-2,3-dihydrobenzofuran-5-yl)methyl)(methyl)carbamate